ClC=1C=C(C=CC1F)NC(N(CC=1C2=C(NN1)CCOC2)C2=CC(=NC=C2)C#N)=O 3-(3-Chloro-4-fluorophenyl)-1-(2-cyanopyridin-4-yl)-1-((1,4,6,7-tetrahydropyrano[4,3-c]pyrazol-3-yl)methyl)urea